C1(=CC=CC=C1)[C@H](C=O)C |r| racemic-2-phenylpropionaldehyde